(R,S)-4-((3-Methylpyridin-4-yl)((4-oxochroman-7-yl)oxy)methyl)benzamide CC=1C=NC=CC1[C@@H](C1=CC=C(C(=O)N)C=C1)OC1=CC=C2C(CCOC2=C1)=O